F[C@]1(CN(CC[C@H]1O)C1=NC=CC=N1)C 2-((3S,4R)-3-fluoro-4-hydroxy-3-methylpiperidin-1-yl)pyrimidin